FC(OC1=NC(=C(C(=O)O)C=C1)NC1=C(C=C(C=C1)F)C)F 6-(difluorometh-oxy)-2-((4-fluoro-2-methylphenyl)-amino)nicotinic acid